COC1=CC=C(C=C1)C1=NN2C(=NC=3C=CC=C(C3C2=N1)C)NC1C(NCCN(C1)C(=O)OCC1=CC=CC=C1)=O Benzyl 6-{[2-(4-methoxyphenyl)-10-methyl[1,2,4]triazolo[1,5-c]quinazolin-5-yl]amino}-5-oxo-1,4-diazepane-1-carboxylate